2-cyclopentyl-5-methoxy-3,4-dihydro-2H-pyrrole C1(CCCC1)C1N=C(CC1)OC